BrC1=CC(=C(OC=2C(N(C=NC2C(C)F)CC2=CC=C(C=C2)OC)=O)C(=C1)C)Cl 5-(4-bromo-2-chloro-6-methylphenoxy)-6-(1-fluoroethyl)-3-(4-methoxybenzyl)pyrimidin-4(3H)-one